C(C)(C)(C)OC(=O)N[C@@H](CCCNC(=O)N)C(=O)O tert-Butyloxycarbonyl-L-citrulline